(S)-4-((2-(dimethylamino)-2-oxoethyl)(4-(5,6,7,8-tetrahydro-1,8-naphthyridin-2-yl)butyl)amino)-2-((2-methyl-2H-pyrazolo[4,3-d]pyrimidin-7-yl)amino)butanoic acid CN(C(CN(CC[C@@H](C(=O)O)NC=1C=2C(N=CN1)=CN(N2)C)CCCCC2=NC=1NCCCC1C=C2)=O)C